2,2-dimethyl-3-oxo-4-phenyl-N-(4-phenylbutyl)piperazine-1-carboxamide CC1(N(CCN(C1=O)C1=CC=CC=C1)C(=O)NCCCCC1=CC=CC=C1)C